tert-butyl (S)-6-(hydroxymethyl)-5-azaspiro[2.4]heptane-5-carboxylate OC[C@H]1N(CC2(CC2)C1)C(=O)OC(C)(C)C